CC1=C(C=O)C(=CC(=C1)OCCN1CCN(CC1)C)C 2,6-dimethyl-4-(2-(4-methylpiperazin-1-yl)ethoxy)benzaldehyde